C(#N)C1=C(C=C2C=NN(C2=C1)C[C@@H]1CC[C@H](CC1)C(=O)OC)F methyl trans-4-[(6-cyano-5-fluoro-indazol-1-yl)methyl]cyclohexanecarboxylate